NC1=NC=2C=C(C(=CC2C2=C1COC2)C(=O)N(C2CC2)CC2=NC=C(C=C2)Br)C 4-amino-N-((5-bromopyridin-2-yl)methyl)-N-cyclopropyl-7-methyl-1,3-dihydrofuro[3,4-c]quinoline-8-carboxamide